1,3-diamino-4-[4-(trans-4-n-heptyl-cyclohexyl)phenoxymethyl]benzene NC1=CC(=C(C=C1)COC1=CC=C(C=C1)[C@@H]1CC[C@H](CC1)CCCCCCC)N